7-(2-((2,3-dihydrobenzofuran-4-yl)amino)-5-methylpyrimidin-4-yl)-2-(5-fluoro-2-(hydroxymethyl)benzyl)-3,4-dihydropyrrolo[1,2-a]pyrazine-1(2H)-one O1CCC2=C1C=CC=C2NC2=NC=C(C(=N2)C=2C=C1N(CCN(C1=O)CC1=C(C=CC(=C1)F)CO)C2)C